(±)-5-((4-(2-aminocyclopropyl)-3-((methylsulfinyl)methyl)phenyl)amino)-7-(cyclopropylamino)pyrazolo[1,5-a]pyrimidine-3-carbonitrile monotrifluoroacetic acid salt FC(C(=O)O)(F)F.NC1C(C1)C1=C(C=C(C=C1)NC1=NC=2N(C(=C1)NC1CC1)N=CC2C#N)CS(=O)C